C(C)(C)(C)OC(=O)N1CC(C1)NC=1C=CC(=NC1)C(=O)O 5-((1-(tert-Butoxycarbonyl)azetidin-3-yl)amino)picolinic acid